CN(C(CCN1N=C2C(=CC=CC2=C1)C(=O)N)=O)C1CCN(CC1)C1=NC=C(C=N1)C(F)(F)F 2-(3-(Methyl(1-(5-(trifluoromethyl)pyrimidin-2-yl)piperidin-4-yl)amino)-3-oxopropyl)-2H-indazole-7-Formamide